4-dimethylaminoethyl-[1,3]-dioxane CN(C)CCC1OCOCC1